CC(CC(C)C)N 1,3-Dimethylbutylamine